CN(CCCCNC=C1C(CC(CC1=O)C1=CC=CC=C1)=O)C 2-(((4-(dimethylamino)butyl)amino)methylene)-5-phenylcyclohexane-1,3-dione